FC(C1=C(C=C(C=C1)C(C(C)C)N1C[C@@H](N(C[C@H]1C)C(=O)OC(C)(C)C)C)F)F tert-Butyl (2S,5R)-4-(1-(4-(difluoromethyl)-3-fluorophenyl)-2-methylpropyl)-2,5-dimethylpiperazine-1-carboxylate